FC(C12CC(C1)C2)(C2=CC=C(C=C2)OC)F 1-(difluoro(4-methoxyphenyl)methyl)bicyclo[1.1.1]pentane